methyl 2-[4-(hydroxymethyl)phenyl]-5-[[6-(trifluoromethyl)pyridine-2-carbonyl] amino]indazole-6-carboxylate OCC1=CC=C(C=C1)N1N=C2C=C(C(=CC2=C1)NC(=O)C1=NC(=CC=C1)C(F)(F)F)C(=O)OC